potassium bis-dithiocarbamate C(N)([S-])=S.C(N)([S-])=S.[K+].[K+]